2,2',2''-{1,4,8-triazacycloundecane-1,4,8-triyltris[methylene(2-hydroxy-5-methyl-3,1-phenylene)methyleneazanediyl]}tri(propane-1,3-diol) N1(CCN(CCCN(CCC1)CC=1C(=C(C=C(C1)C)CNC(CO)CO)O)CC=1C(=C(C=C(C1)C)CNC(CO)CO)O)CC=1C(=C(C=C(C1)C)CNC(CO)CO)O